(S)-2-(4-(6-((6-Cyano-4-methoxypyridin-3-yl)methoxy)pyridin-2-yl)-2,5-difluorobenzyl)-1-(oxetan-2-ylmethyl)-1H-benzo[d]imidazole-6-carboxylic acid C(#N)C1=CC(=C(C=N1)COC1=CC=CC(=N1)C1=CC(=C(CC2=NC3=C(N2C[C@H]2OCC2)C=C(C=C3)C(=O)O)C=C1F)F)OC